(R)-N-((1-(6-((4-(5,6-dihydro-4H-pyrrolo[1,2-b]pyrazol-3-yl)pyridin-2-yl)amino)-3-methylpyridine-2-carbonyl)-5,5-difluoropiperidin-2-yl)methyl)acetamide N=1N2C(=C(C1)C1=CC(=NC=C1)NC1=CC=C(C(=N1)C(=O)N1[C@H](CCC(C1)(F)F)CNC(C)=O)C)CCC2